ClC=1C=CC(=C(C1)C1=CC(=C(N=N1)OCCN1CCN(CC1)C)NC1=CC(=NC=C1)N)F N4-[6-(5-chloro-2-fluorophenyl)-3-[2-(4-methylpiperazin-1-yl)ethoxy]pyridazin-4-yl]pyridine-2,4-diamine